FC(COCCC(=O)[O-])F 3-(2,2-difluoroethoxy)propanoate